C(C1=CC=CC=C1)OC1=C(C(OC12CCC(CC2)OC2CCN(CC2)CCOCCOCCOCCOCC(=O)OC(C)(C)C)=O)C2=C(C=C(C=C2C)C)C tert-butyl 14-(4-(((5s,8s)-4-(benzyloxy)-3-mesityl-2-oxo-1-oxaspiro[4.5]dec-3-en-8-yl)oxy)piperidin-1-yl)-3,6,9,12-tetraoxatetradecanoate